ClC=1N=NC=C2C1SC=C2 7-Chlorothieno[2,3-d]pyridazine